(1S,4s)-4-(8-(2,6-difluorophenylamino)-2-((1R,3S)-3-hydroxycyclohexylamino)-9H-purin-9-yl)cyclohexanecarboxamide FC1=C(C(=CC=C1)F)NC=1N(C2=NC(=NC=C2N1)N[C@H]1C[C@H](CCC1)O)C1CCC(CC1)C(=O)N